5-(7-Chloro-8-fluoro-2-((hexahydro-1H-pyrrolizin-7a-yl)methoxy)pyrido[4,3-d]pyrimidin-4-yl)-N,N-dimethyl-5,6,7,8-tetrahydro-4H-pyrazolo[1,5-a][1,4]diazepine-2-carboxamide ClC1=C(C=2N=C(N=C(C2C=N1)N1CC=2N(CCC1)N=C(C2)C(=O)N(C)C)OCC21CCCN1CCC2)F